3-(4-((1H-imidazol-1-yl)methyl)-3-methylphenyl)-5-isobutylthiophene-2-sulfonamide N1(C=NC=C1)CC1=C(C=C(C=C1)C1=C(SC(=C1)CC(C)C)S(=O)(=O)N)C